([1,1'-biphenyl]-3-yl-2',3',4',5',6'-d5)chlorodiphenylsilane C1(=CC(=CC=C1)[Si](C1=CC=CC=C1)(C1=CC=CC=C1)Cl)C1=C(C(=C(C(=C1[2H])[2H])[2H])[2H])[2H]